Cl.N1=CC=C(C=C1)NC(N)=O N'-4-pyridylurea hydrochloride